BORONO-PHENYLALANINE B(O)(O)N[C@@H](CC1=CC=CC=C1)C(=O)O